methyl 5-[3-[4-[3-[tert-butoxycarbonyl(methyl)amino]prop-1-ynyl]-2-fluoro-phenoxy]propyl]-2-(3-chloro-4-methyl-5,6-dihydropyrrolo[2,3-c]pyridazin-7-yl)thiazole-4-carboxylate C(C)(C)(C)OC(=O)N(CC#CC1=CC(=C(OCCCC2=C(N=C(S2)N2CCC3=C2N=NC(=C3C)Cl)C(=O)OC)C=C1)F)C